BrC1=CC=C(C=N1)N1C[C@@H](CCC1)NC(OC(C)(C)C)=O tert-butyl (R)-(1-(6-bromopyridin-3-yl)piperidin-3-yl)carbamate